ClC1=CC=C(C=C1)N1N=NC(=C1CN1N=CC(=CC1=O)N1CCNCC1)C 2-[[3-(4-chlorophenyl)-5-methyl-triazol-4-yl]methyl]-5-piperazin-1-yl-pyridazin-3-one